sulfonylaminophenyl-boric acid S(=O)(=O)=NC1=C(C=CC=C1)OB(O)O